NC(=CC#N)C 3-aminobut-2-enenitrile